O=C1NC(CCC1C1=C(C=C(C=C1)N1CCC(CC1)C=O)C)=O 1-(4-(2,6-dioxopiperidin-3-yl)-3-methylphenyl)piperidine-4-carboxaldehyde